FC([C@H](O)[C@H]1[C@@H]2CCN([C@H]([C@H]2CCC1)C)C(=O)OCC1=CC=CC=C1)F benzyl (1S,4aR,5R,8aS)-5-[(1R)-2,2-difluoro-1-hydroxy-ethyl]-1-methyl-3,4,4a,5,6,7,8,8a-octahydro-1H-isoquinoline-2-carboxylate